C1(CC1)C1=NN(C=N1)C1CC2(CN(C2)C(=O)N2CC3(C2)CN(C3)CC3=CC=C(C=C3)S(=O)(=O)C)C1 [6-(3-cyclopropyl-1,2,4-triazol-1-yl)-2-azaspiro[3.3]heptan-2-yl]-[6-[(4-methylsulfonylphenyl)methyl]-2,6-diazaspiro[3.3]heptan-2-yl]methanone